FC=1C=C(C=CC1O)C1=CC(=C(C=C1)O)F 3,3'-difluoro-4,4'-dihydroxyl-biphenyl